cuprous cyanide [Cu]C#N